C(C=C)OC1=C(C=O)C=CC(=C1)F 2-(allyloxy)-4-fluorobenzaldehyde